FC=1C(=C2C=3CC[C@@H](CC3NC2=C(C1)C(=O)N)C(C)(C)O)C1=C(C(=CC=C1)N1C(N(C2=C(C=CC=C2C1=O)F)C)=O)C (2S)-6-fluoro-5-[3-(8-fluoro-1-methyl-2,4-dioxo-1,2,3,4-tetrahydroquinazolin-3-yl)-2-methylphenyl]-2-(2-hydroxypropan-2-yl)-2,3,4,9-tetrahydro-1H-carbazole-8-carboxamide